(1,1-difluoroethyl)benzonitrile FC(C)(F)C1=C(C#N)C=CC=C1